(2-fluoro-4-methoxycarbonyl-phenyl)boronic acid FC1=C(C=CC(=C1)C(=O)OC)B(O)O